(E)-3-(4-iodophenyl)-5-(4-methoxystyryl)isoxazole IC1=CC=C(C=C1)C1=NOC(=C1)\C=C\C1=CC=C(C=C1)OC